BrC=1C=C(C=C(C1)OCC(F)F)C1=NN(N=C1)C (3-bromo-5-(2,2-difluoroethoxy)phenyl)-2-methyl-2H-1,2,3-triazole